3-(trifluoromethyl)-1-phenylpyrazolin-5-one FC(C=1NN(C(C1)=O)C1=CC=CC=C1)(F)F